FC(C1=CC=C2CCC(CC2=C1)C(=O)O)(F)F 7-(Trifluoromethyl)-1,2,3,4-tetrahydronaphthalene-2-carboxylic acid